C(C)(C)(C)OC(=O)N1C(CC(C1)O)COC1=CC(=C(C=C1)C)C(NC1(CC1)C1=CC=CC2=CC=CC=C12)=O tert-Butyl-4-hydroxy-2-((4-methyl-3-((1-(naphthalen-1-yl)cyclopropyl)carbamoyl)phenoxy)methyl)pyrrolidine-1-carboxylate